NN1N=C(C(=N1)C1=NN=NN1)C1=NN=NN1 2-amino-4,5-bis(tetrazol-5-yl)-1,2,3-triazole